BrC1=CC(=C2[C@H](COCC2=C1)O)F (R)-7-bromo-5-fluoroisochroman-4-ol